(S)-(11-((carbamoyloxy)methyl)-4-ethyl-8-fluoro-4-hydroxy-3,14-dioxo-3,4,12,14-tetrahydro-1H-pyrano[3',4':6,7]indolizino[1,2-b]quinolin-9-yl)carbamic acid tert-butyl ester C(C)(C)(C)OC(NC1=CC=2C(=C3C(=NC2C=C1F)C1=CC2=C(C(N1C3)=O)COC([C@]2(O)CC)=O)COC(N)=O)=O